(2R,3R)-2-(2-(but-1-yn-1-yl)-6-chloro-8-(thiophen-2-yl)-9H-purin-9-yl)tetrahydrofuran-3-ol C(#CCC)C1=NC(=C2N=C(N(C2=N1)[C@@H]1OCC[C@H]1O)C=1SC=CC1)Cl